tert-Butyl (4-(8-amino-3-(1-methyl-1H-pyrazol-4-yl)imidazo[1,5-a]pyrazin-1-yl)-2-methoxyphenyl)carbamate NC=1C=2N(C=CN1)C(=NC2C2=CC(=C(C=C2)NC(OC(C)(C)C)=O)OC)C=2C=NN(C2)C